1-(2,3-difluoro-4-hydroxy-5-nitrophenyl)ethanone FC1=C(C=C(C(=C1F)O)[N+](=O)[O-])C(C)=O